FC1=C(C=CC=C1)NC(=S)C1=NC(=CC=C1)C N-(2-fluorophenyl)-6-methylpyridine-2-thioamide